FC1=C(C=CC=C1)N[C@@H](C)C(=O)O 2-fluorophenyl-alanine